ClC1=C(C(=CC(=C1)C#N)Cl)NC=1N(C2=NC(=NC=C2N1)N[C@H](CO)C)C1CCC(CC1)(C(=O)N)C (1R,4s)-4-(8-((2,6-dichloro-4-cyanophenyl)amino)-2-(((S)-1-hydroxypropan-2-yl)amino)-9H-purin-9-yl)-1-methylcyclohexane-1-carboxamide